nickel sulphate salt S(=O)(=O)([O-])[O-].[Ni+2]